C1(=CC=CC=C1)C1(CC1)C(C)(C)N 2-(1-phenylcyclopropyl)propan-2-amine